(2S)-2-(((2-(3-chlorophenyl)-2-methyl-1-phenylpropoxy)carbonyl)amino)hexanoic acid ClC=1C=C(C=CC1)C(C(OC(=O)N[C@H](C(=O)O)CCCC)C1=CC=CC=C1)(C)C